BrC1=NC(=CC=C1)OCC=1C=NC(=CC1)N1N=NC=C1 2-bromo-6-[[6-(triazol-1-yl)-3-pyridyl]methoxy]pyridine